3-(benzyloxy)cyclobutanone C(C1=CC=CC=C1)OC1CC(C1)=O